(S)-N-(3,3-difluoro-4-hydroxybutan-2-yl)-2-methylpropane-2-sulfinamide FC(C(C)N[S@@](=O)C(C)(C)C)(CO)F